ClC=1C(=CC=2N(C=3C=C(C=CC3C2N1)CC(C)O)C(C1CCOCC1)C1=CC=CC=C1)C1=C(N=NN1C)C (2-chloro-3-(1,4-dimethyl-1H-1,2,3-triazol-5-yl)-5-(phenyl-(tetrahydro-2H-pyran-4-yl)methyl)-5H-pyrido[3,2-b]indol-7-yl)propan-2-ol